N1(CCNCCC1)C=1C=CC=2N(C(C=C(N2)C2=CC=C(C=C2)OC)=O)C1 7-(1,4-diazacycloheptan-1-yl)-2-(4-methoxyphenyl)-4H-pyrido[1,2-a]pyrimidin-4-one